5-[[2-(4-amino-1,2,5-oxadiazol-3-yl)-4,7-difluoro-benzoimidazol-1-yl]methyl]pyrimidine-2-carbonitrile NC=1C(=NON1)C1=NC2=C(N1CC=1C=NC(=NC1)C#N)C(=CC=C2F)F